C(CCCCCCCCCCCCCCCCCCCCCCCCCCCCCCCCCCCCCCCCCCCCCCCCC)(N)N pentacontanediamine